(S)-4-(2-Hydroxypropan-2-yl)-N'-((2-(2,2,2-trifluoroethyl)-6,7-dihydro-5H-cyclopenta[b]pyridin-4-yl)carbamoyl)thiophene-2-sulfonimidamide OC(C)(C)C=1C=C(SC1)[S@](=O)(N)=NC(NC1=C2C(=NC(=C1)CC(F)(F)F)CCC2)=O